2-(2,3-Dichlorophenyl)-N-[(1S)-2,3-dihydro-1H-inden-1-yl]quinoxaline-6-carboxamide ClC1=C(C=CC=C1Cl)C1=NC2=CC=C(C=C2N=C1)C(=O)N[C@H]1CCC2=CC=CC=C12